ClC1=C(C=C(C=C1)C=1OC(=NN1)C)C=1C=C2C(=NN(C2=CC1)C(C1=CC=CC=C1)(C1=CC=CC=C1)C1=CC=CC=C1)NC(=O)[C@H]1CN(CCC1)C(=O)OC(C)(C)C tert-butyl (3R)-3-({5-[2-chloro-5-(5-methyl-1,3,4-oxadiazol-2-yl)phenyl]-1-trityl-1H-indazol-3-yl}carbamoyl)-piperidine-1-carboxylate